Tert-butyl (R)-4-(5-methyl-7-oxo-5,6,7,8-tetrahydropyrido[2,3-d]pyrimidin-4-yl)piperidine-1-carboxylate C[C@@H]1CC(NC=2N=CN=C(C21)C2CCN(CC2)C(=O)OC(C)(C)C)=O